potassium (3-(benzyloxy)prop-1-en-2-yl)trifluoroborate C(C1=CC=CC=C1)OCC(=C)[B-](F)(F)F.[K+]